(S)-2-(4-((3-cyano-6-methyl-4-(trifluoromethyl)pyridin-2-yl)amino)-10-fluoro-6-methyl-5-oxo-3,4,5,6-tetrahydrobenzo[b][1,4]diazocine-1(2H)-yl)acetic acid C(#N)C=1C(=NC(=CC1C(F)(F)F)C)N[C@@H]1C(N(C2=C(N(CC1)CC(=O)O)C(=CC=C2)F)C)=O